2-(5-((4-amino-6-chloro-1H-pyrazolo[3,4-d]pyrimidin-1-yl)methyl)-2-bromo-phenethyl)-6-(hydroxymethyl)pyridazine-3(2H)-one NC1=C2C(=NC(=N1)Cl)N(N=C2)CC=2C=CC(=C(CCN1N=C(C=CC1=O)CO)C2)Br